5-(4,4,5,5-tetramethyl-1,3,2-dioxaborolan-2-yl)-[1,1'-biphenyl] CC1(OB(OC1(C)C)C=1C=CC=C(C1)C1=CC=CC=C1)C